(2Z)-2-(fluoromethylene)-N'-[4-(4-methylpiperazin-1-yl)sulfonylphenyl]propane-1,3-diamine hydrochloride Cl.F\C=C(\CN)/CNC1=CC=C(C=C1)S(=O)(=O)N1CCN(CC1)C